N-((4-((5-chloropyrimidin-2-yl)oxy)-3-methylphenyl)carbamoyl)-3-(2-methoxyethoxy)cyclobutane-1-carboxamide ClC=1C=NC(=NC1)OC1=C(C=C(C=C1)NC(=O)NC(=O)C1CC(C1)OCCOC)C